5-(beta-ethyl)-4-methyl-thiazole-2-carboxylic acid CCC1=C(N=C(S1)C(=O)O)C